C(#N)C1=CC=2N(N=C1)C(=CC2)C2=CC(=C(C=N2)C2=NN=C(S2)C21OCC(CC2)(CC1)CC(=O)N)NC(C)C (1-(5-(6-(3-cyanopyrrolo[1,2-b]pyridazin-7-yl)-4-(isopropylamino)pyridin-3-yl)-1,3,4-thiadiazol-2-yl)-2-oxabicyclo[2.2.2]oct-4-yl)acetamide